C(C=C)(=O)N1C[C@H](CCC1)C1=C2C3=C(NC2=C(C=C1F)C(=O)N)CCCCC3 |r| rac-1-(1-acryloylpiperidin-3-yl)-2-fluoro-5,6,7,8,9,10-hexahydrocyclohepta[b]indole-4-carboxamide